5-(4-amino-7-methyl-5-(4-(pyrrolidine-1-carbonyl)phenyl)-7H-pyrrolo[2,3-d]pyrimidin-6-yl)picolinonitrile NC=1C2=C(N=CN1)N(C(=C2C2=CC=C(C=C2)C(=O)N2CCCC2)C=2C=CC(=NC2)C#N)C